4-ethoxy-1-(3-fluorophenyl)-2-oxo-1,2-dihydropyridine-3-carbonyl chloride C(C)OC1=C(C(N(C=C1)C1=CC(=CC=C1)F)=O)C(=O)Cl